1-[3-(4-Fluoro-2-methyl-2H-pyrazol-3-yl)-4-methoxy-phenyl]-3-(4-methoxy-phenyl)-urea FC1=C(N(N=C1)C)C=1C=C(C=CC1OC)NC(=O)NC1=CC=C(C=C1)OC